[N+](=O)([O-])C=1C=C(C(=NC1)NC(CCC=C)C=1OC=CN1)C(F)(F)F 5-nitro-N-(1-oxazol-2-yl-pent-4-enyl)-3-(trifluoromethyl)pyridin-2-amine